CC(C(O)O)(CC(CC)C)C 2,2,4-trimethylhexanediol